C(=O)(OC(C)(C)C)N1CCC(=CC1)B1OC(C)(C)C(C)(C)O1 Boc-1,2,3,6-tetrahydropyridine-4-boronic acid pinacol ester